C(C)C(C(=O)[O-])(C(O)(C(=O)[O-])CC(=O)[O-])CC.C(C)C(C(=O)[O-])(C(O)(C(=O)O)CC(=O)O)CC.[Zr+4] zirconium bis(diethyl citrate)